N=S(=O)(\C=C\C1=C(C=CC=C1)OC(F)(F)F)C1=NC=CC=C1 (E)-imino(pyridin-2-yl)(2-(trifluoromethoxy)styryl)-λ6-sulfanone